COC=1C=C2C=C(C(OC2=CC1)=O)C1=CN=C(S1)NC1=CC=C(C=C1)OC 6-Methoxy-3-[2-(4-methoxy-phenyl-amino)-thiazol-5-yl]-chromen-2-one